ClC=1C(=NN2C1CC[C@@H]([C@@H]2COC2CCN(CC2)C2=NC=CC=N2)NS(=O)(=O)C)CC |r| rac-N-[(6S,7R)-3-chloro-2-ethyl-7-({[1-(pyrimidin-2-yl)piperidin-4-yl]oxy}methyl)-4,5,6,7-tetrahydropyrazolo[1,5-a]pyridin-6-yl]methanesulfonamide